C[C@H]1CC2(OCC(CO2)CN2CCCC2)CCN1C(=O)[C@H](CC(C)C)N1C([C@@H](NCC1)CC(C)C)=O (S)-1-[(S)-1-({(S)-8-Methyl-3-[(1-pyrrolidinyl)methyl]-1,5-dioxa-9-aza-9-spiro[5.5]undecyl}carbonyl)-3-methylbutyl]-3-isobutyl-2-piperazinone